C(C1=CC=CC=C1)C1=C(C=C(C2=CC=CC=C12)OCC1=CC=CC=C1)C(=O)O benzyl-4-(benzyloxy)-2-naphthoic acid